tert-butyl 4-[[4-[[4-[2-(2,6-dioxo-3-piperidyl)-4-fluoro-1-oxo-isoindolin-5-yl]piperazin-1-yl]methyl]-1-piperidyl]methyl]piperidine-1-carboxylate O=C1NC(CCC1N1C(C2=CC=C(C(=C2C1)F)N1CCN(CC1)CC1CCN(CC1)CC1CCN(CC1)C(=O)OC(C)(C)C)=O)=O